tert-butyl 4-(6-(4-chloro-2-fluorobenzyloxy) pyridin-2-yl)-3-oxopiperazine-1-carboxylate ClC1=CC(=C(COC2=CC=CC(=N2)N2C(CN(CC2)C(=O)OC(C)(C)C)=O)C=C1)F